CN1N=C(CCC1=O)N1N=CN=C1[C@H](C)NC(OC(C)(C)C)=O tert-butyl N-[(1S)-1-[2-(1-methyl-6-oxo-4,5-dihydropyridazin-3-yl)-1,2,4-triazol-3-yl]ethyl]carbamate